(methyl) (2-propynyl) 2-propenylphosphonate C(C=C)P(OC)(OCC#C)=O